Tristriethylsilyl phosphate P(=O)(O[Si](CC)(CC)CC)(O[Si](CC)(CC)CC)O[Si](CC)(CC)CC